(4-(4-amino-7-(oxetan-3-yl)-7H-pyrrolo[2,3-d]pyrimidin-5-yl)-3-fluorophenyl)-2-oxo-1-phenyl-2,4,6,7-tetrahydro-1H-pyrazolo[5,1-c][1,4]oxazine-3-carboxamide NC=1C2=C(N=CN1)N(C=C2C2=C(C=C(C=C2)C2OCCN1C2=C(C(N1C1=CC=CC=C1)=O)C(=O)N)F)C1COC1